3-(5-((tert-butyldiphenylsilyl)oxy)pentyl)dodecane-1-ol [Si](C1=CC=CC=C1)(C1=CC=CC=C1)(C(C)(C)C)OCCCCCC(CCO)CCCCCCCCC